1,2-bisbehenoyl-sn-glycero-3-phosphocholine C(CCCCCCCCCCCCCCCCCCCCC)(=O)OC[C@@H](OC(CCCCCCCCCCCCCCCCCCCCC)=O)COP(=O)([O-])OCC[N+](C)(C)C